C1(=CC=CC=C1)NC[Si](OCC)(OCC)OCC N-phenylaminomethyl-triethoxysilane